C(C)OC=1C=C(C=NC1)C1=NC(=C2N=CN(C2=N1)[C@@H]1[C@@H]([C@@H]([C@H](O1)C(=O)NC)O)O)NCC1=CC(=CC=C1)C (2S,3S,4R,5S)-5-(2-(5-ethoxypyridin-3-yl)-6-((3-methylbenzyl)amino)-9H-purin-9-yl)-3,4-Dihydroxy-N-methyltetrahydrofuran-2-carboxamide